C(CC)(=O)OC1=C(C(=O)O)C=C(C=C1)NCC1=C(C(=C(C(=C1F)F)C(F)(F)F)F)F 2-Propanoyloxy-5-(2,3,5,6-tetrafluoro-4-trifluoromethylbenzylamino)benzoic acid